1-hexyl-4-hydroxy-2-oxo-1,2-dihydro-quinoline-3-carboxylic acid (4-pentanoyl-phenyl)-amide C(CCCC)(=O)C1=CC=C(C=C1)NC(=O)C=1C(N(C2=CC=CC=C2C1O)CCCCCC)=O